FC=1C=C2COC(C2=CC1)=O 5-fluoroisobenzofuran-1(3H)-one